COC(C1=CC(=C(C(=C1)C1=CC2=C(NC=N2)C=C1)C(C)(C)O)C#N)=O 3-cyano-4-(2-hydroxypropan-2-yl)-5-(1H-benzimidazol-5-yl)benzoic acid methyl ester